(Z)-6-(oct-5-en-1-yloxy)-6-oxohexanoic acid C(CCC\C=C/CC)OC(CCCCC(=O)O)=O